5-amino-3-isopropyl-isobenzofuran-1(3H)-one NC=1C=C2C(OC(C2=CC1)=O)C(C)C